O[C@@H]1[C@H](O[C@H]([C@@H]1O)N1C2=NC(=NC(=C2N=C1)NC([2H])([2H])[2H])C=1C=NC=C(C1)C(F)(F)F)C(=O)NC([2H])([2H])[2H] (2s,3s,4r,5r)-3,4-dihydroxy-N-(methyl-d3)-5-(6-((methyl-d3)-amino)-2-(5-(trifluoromethyl)pyridin-3-yl)-9H-purin-9-yl)tetrahydrofuran-2-carboxamide